C(C=C)C(C(O)=O)CCC[C@@H]1SC[C@@H]2NC(=O)N[C@H]12 allyl-biotin